C1(CC1)COC([C@@H](N)C)=O L-alanine cyclopropylMethyl ester